C(C1=CC=CC=C1)N1C(=NCCC1=O)N(C)C1CCCCC1 3-Benzyl-2-(cyclohexyl-(methyl)amino)-5,6-dihydropyrimidin-4(3H)-one